rac-(1S*,2S*)-N-(6-((4S)-2-(6-(3-azabicyclo[3.1.0]hexan-3-yl)pyridin-3-yl)-4-hydroxypyrrolidin-1-yl)pyrimidin-4-yl)-2-(4-methylpyrimidin-2-yl)cyclopropane-1-carboxamide C12CN(CC2C1)C1=CC=C(C=N1)C1N(C[C@H](C1)O)C1=CC(=NC=N1)NC(=O)[C@@H]1[C@H](C1)C1=NC=CC(=N1)C |&1:27,28|